COC1=NSC=C1C1=CN=C(N1)C1NCCCC1 2-(5-(3-methoxyisothiazol-4-yl)-1H-imidazol-2-yl)piperidin